3-(pyrrolidin-3-yl)-1-tosyl-1H-indazole hydrochloride Cl.N1CC(CC1)C1=NN(C2=CC=CC=C12)S(=O)(=O)C1=CC=C(C)C=C1